C(C)C1=C(C(=NC=C1)C(F)(F)F)CSC=1NC(C2=C(N1)CCC2)=O 2-({[4-Ethyl-2-(trifluoromethyl)pyridine-3-yl]methyl}sulfanyl)-3H,5H,6H,7H-cyclopenta[d]pyrimidin-4-one